6-fluorobenzothiopyran-4-one FC=1C=CC2=C(C(C=CS2)=O)C1